ClC=1C=C(C(=O)N2CC=3C(=NN4C3C(N(C[C@@H]4C(=O)NC)[C@H](C)C4=CC=C(C=C4)OC(F)F)=O)C[C@H]2C)C=CC1Cl |o1:21| (3R,7R)-2-(3,4-dichlorobenzoyl)-9-((R*)-1-(4-(difluoromethoxy)phenyl)ethyl)-N,3-dimethyl-10-oxo-1,2,3,4,7,8,9,10-octahydropyrido[4',3':3,4]pyrazolo[1,5-a]pyrazine-7-carboxamide